C(CCCCCCCCCCCCCCCCCCCCCCCCC)=O Hexacosanal